6-[3-[[ethyl(methyl)sulfamoyl]amino]-2,6-difluorophenyl]-2-[2-[2-(2-hydroxyethoxy)ethoxy]ethylamino]-8-methyl-7-oxopyrido[2,3-d]pyrimidine C(C)N(S(=O)(=O)NC=1C(=C(C(=CC1)F)C1=CC2=C(N=C(N=C2)NCCOCCOCCO)N(C1=O)C)F)C